butyl 2-[({1-[(benzyloxy)carbonyl]piperidin-4-yl}oxy)methyl]-3-nitropiperidine-1-carboxylate C(C1=CC=CC=C1)OC(=O)N1CCC(CC1)OCC1N(CCCC1[N+](=O)[O-])C(=O)OCCCC